4-(10-phenyl-9-anthryl)phenylboronic acid C1(=CC=CC=C1)C1=C2C=CC=CC2=C(C2=CC=CC=C12)C1=CC=C(C=C1)B(O)O